(2R)-N-[(2-aminoquinolin-7-yl)methyl]-N-(2-methanesulfonylphenyl)oxolane-2-carboxamide NC1=NC2=CC(=CC=C2C=C1)CN(C(=O)[C@@H]1OCCC1)C1=C(C=CC=C1)S(=O)(=O)C